methyl 1-[3-(trifluoromethyl)phenyl]pyrrolidine-3-carboxylate FC(C=1C=C(C=CC1)N1CC(CC1)C(=O)OC)(F)F